2-(4-chlorophenyl)-1,4-dimethyl-toluene ClC1=CC=C(C=C1)C1C(C)(C=CC(=C1)C)C